2,5-dichloro-6-cyclopropylpyrimidin-4-amine ClC1=NC(=C(C(=N1)N)Cl)C1CC1